COC=1C=C(C=CC1)C1=CC(=NN1CC1=C(C=CC=C1)OC(C)C)COC(C(=O)O)(C)C 2-([5-(3-Methoxyphenyl)-1-[[2-(propan-2-yloxy)phenyl]methyl]-1H-pyrazol-3-yl]methoxy)-2-methylpropanoic acid